3-((4-(4-(((7-((1-acetylpiperidin-4-yl)methoxy)-5-fluoro-4-oxo-3,4-dihydroquinazolin-2-yl)methyl)thio)piperidine-1-carbonyl)phenyl)amino)piperidine-2,6-dione C(C)(=O)N1CCC(CC1)COC1=CC(=C2C(NC(=NC2=C1)CSC1CCN(CC1)C(=O)C1=CC=C(C=C1)NC1C(NC(CC1)=O)=O)=O)F